C(C1=CC=CC=C1)C(=O)O.N[C@@H](CCCCN)C(=O)N[C@@H](C)C(=O)N[C@@H](CCCCN)C(=O)O L-lysyl-L-alanyl-L-lysine benzyl-formate